BrC1=CC(=C(OC=2N=NC(=CC2C(=O)NC2=CC(=CC=C2)S(=O)(=O)C)C(F)(F)F)C=C1)C 3-(4-bromo-2-methylphenoxy)-N-(3-methanesulfonylphenyl)-6-(trifluoromethyl)pyridazine-4-carboxamide